2'-(4-methyl-1,2,4-triazol-3-yl)-[1,1'-biphenyl] CN1C(=NN=C1)C1=C(C=CC=C1)C1=CC=CC=C1